C[Cr](=C=O)(=C=O)(=C=O)(=C=O)=C=O methyl(pentacarbonylchromium)